5-fluoro-N-(1-methylpiperidin-4-yl)-4-(3-oxo-5,6,7,8-tetrahydro[1,2,4]triazolo[4,3-a]pyridin-2(3H)-yl)-2-{[(2S)-1,1,1-trifluoropropan-2-yl]oxy}benzamide FC=1C(=CC(=C(C(=O)NC2CCN(CC2)C)C1)O[C@H](C(F)(F)F)C)N1N=C2N(CCCC2)C1=O